N-(4-(2-aminoethyl)-2-(furan-2-yl)phenyl)thiophene-3-sulfonamide NCCC1=CC(=C(C=C1)NS(=O)(=O)C1=CSC=C1)C=1OC=CC1